4-(4-((2-(4-((3,5-difluoro-4-(trifluoromethoxy)benzyl)amino)butoxy)ethyl)amino)-1H-indazol-6-yl)-4H-1,2,4-triazole-3-carbonitrile FC=1C=C(CNCCCCOCCNC2=C3C=NNC3=CC(=C2)N2C(=NN=C2)C#N)C=C(C1OC(F)(F)F)F